C12C=C(CC(CC1)N2)C2=CNC1=C2N=NC(=C1)C1=C(C=C(C=C1)C=1C=NNC1)O 2-[7-(8-azabicyclo[3.2.1]oct-2-en-3-yl)-5H-pyrrolo[3,2-c]pyridazin-3-yl]-5-(1H-pyrazol-4-yl)phenol